C(N)(=O)C1=CC2=C(NC(=N2)NC(=O)C2=CC(=NN2CC)C)C=C1 5-carbamoyl-2-(1-ethyl-3-methyl-1H-pyrazole-5-carboxamido)-1H-benzo[d]imidazole